tert-butyl (S)-(3-(5-(difluoromethyl)-2-fluorophenyl)-5-hydroxypentyl)(methyl)carbamate FC(C=1C=CC(=C(C1)[C@@H](CCN(C(OC(C)(C)C)=O)C)CCO)F)F